CN1C(C(=CC(=C1)C=1C=CC2=C(N(C(=N2)C2CCNCC2)CCOC(F)(F)F)C1)C)=O 1,3-dimethyl-5-(2-(piperidin-4-yl)-1-(2-(trifluoromethoxy)ethyl)-1H-benzo[d]imidazol-6-yl)pyridin-2(1H)-one